(3aR,5R,6aS)-tert-butyl 5-((2-(allyloxy)-4,5-dichlorophenyl)((tert-butylsulfinyl)imino)methyl)hexahydrocyclopenta[c]pyrrole-2(1H)-carboxylate C(C=C)OC1=C(C=C(C(=C1)Cl)Cl)C(C1C[C@@H]2[C@@H](CN(C2)C(=O)OC(C)(C)C)C1)=NS(=O)C(C)(C)C